S1C2=C(C(=C1)CCC1N(CCC=3C=C4C(=CC13)ONO4)CC4CCOCC4)C=CC=C2 5-(2-(benzo[b]thiophen-3-yl)ethyl)-6-((tetrahydro-2H-pyran-4-yl)methyl)-5,6,7,8-tetrahydro-[1,3]dioxazolo[4,5-g]isoquinoline